S-thionyl-Glutathione S(=O)=SC[C@H](NC(CC[C@H](N)C(=O)O)=O)C(=O)NCC(=O)O